methyl 5-(pyridin-4-yl)-2H-pyrazole-3-carboxylate N1=CC=C(C=C1)C=1C=C(NN1)C(=O)OC